BrC=1C=C(CN2N=C3C(=C2C=2C(=NC=CC2)F)C=NC3)C=CC1 2-(3-bromobenzyl)-3-(2-fluoropyridin-3-yl)-2,6-dihydropyrrolo[3,4-c]pyrazole